N-(1-(tert-butyl)-1H-pyrazol-4-yl)-2-(2-fluoro-4-((6-(1-oxido-3,4,5,6-tetrahydro-1λ6,2-thiazin-1-yl)quinolin-4-yl)oxy)phenyl)acetamide C(C)(C)(C)N1N=CC(=C1)NC(CC1=C(C=C(C=C1)OC1=CC=NC2=CC=C(C=C12)S1(=NCCCC1)=O)F)=O